C12(CC3CC(CC(C1)C3)C2)NC(OCC2=NC=3C(=C1C(=NC3)NC=C1)N2C2CCC(CC2)CC#N)=O (1-((1R-4R)-4-(Cyanomethyl)cyclohexyl)-1,6-dihydroimidazo[4,5-d]pyrrolo[2,3-b]pyridin-2-yl)methyl (3S,5S,7S)-adamantan-1-ylcarbamate